The molecule is a hydrate that is the dihydrate form of sodium nitroprusside. It has a role as a nitric oxide donor and a vasodilator agent. It contains a sodium nitroprusside. [C-]#N.[C-]#N.[C-]#N.[C-]#N.[C-]#N.[N-]=O.O.O.[Na+].[Na+].[Fe+4]